C(C)OC(=O)N1C(CNCC1)C=1C2=C(N=CN1)N(C=C2C2=NC=CC=C2)C2=CC(=C(C=C2)F)Cl (7-(3-chloro-4-fluorophenyl)-5-(pyridin-2-yl)-7H-pyrrolo[2,3-d]pyrimidin-4-yl)piperazine-1-carboxylic acid ethyl ester